OCCCCCCNC(OC(C)(C)C)=O Tert-butyl (6-hydroxyhexyl)carbamate